[rac-(6S,8aS)-4-oxo-6,7,8,8a-tetrahydro-1H-pyrrolo[2,1-c][1,4]oxazin-6-yl]methyl 4-methylbenzenesulfonate CC1=CC=C(C=C1)S(=O)(=O)OC[C@@H]1CC[C@H]2COCC(N21)=O |r|